C(C1=CC=CC=C1)OC=1C=C(C(=O)O[C@H]2[C@@H](OC3=CC(=CC(=C3C2)OCC2=CC=CC=C2)OCC2=CC=CC=C2)C2=CC(=C(C(=C2)OCC2=CC=CC=C2)OCC2=CC=CC=C2)OCC2=CC=CC=C2)C=C(C1OCC1=CC=CC=C1)OC(F)F (2S,3R)-5,7-bis(benzyloxy)-2-(3,4,5-tris(benzyloxy)phenyl)chroman-3-yl 3,4-bis(benzyloxy)-5-(difluoromethoxy)benzoate